C1(CCCCC1)C=1N=CC(=NC1)CN(C(=O)[C@@H]1N(CC1)S(=O)(=O)C1=C(C(=C(C(=C1F)F)F)F)F)C=1C=C2C=NN(C(C2=CC1)=O)COCC[Si](C)(C)C (R)-N-((5-cyclohexylpyrazin-2-yl)methyl)-N-(1-oxo-2-((2-(trimethylsilyl)ethoxy)methyl)-1,2-dihydrophthalazin-6-yl)-1-((perfluorophenyl)sulfonyl)azetidine-2-carboxamide